2,2-difluoro-6-(((R)-1-phenylethyl)amino)cyclohexane-1-ol FC1(C(C(CCC1)N[C@H](C)C1=CC=CC=C1)O)F